6-(8-((7-fluoroquinolin-6-yl)sulfonyl)-8-azaspiro[4.5]dec-2-yl)-2-oxa-6-azaspiro[3.3]heptane FC1=C(C=C2C=CC=NC2=C1)S(=O)(=O)N1CCC2(CCC(C2)N2CC3(COC3)C2)CC1